C(CCCCCCCC)(=O)[O-].C(CCCCCCCC)(=O)[O-].C(CCCCCCCC)(=O)[O-].C(CCCCCCCC)(=O)[O-].[Ti+4] titanium tetra(n-nonanoate)